NC=1NC23N(C(N(C(C2N1)COC(=O)N)O)=N)CC(C3(O)O)O 2-amino-4-[[(aminocarbonyl)oxy]methyl]-3a,4,5,6,8,9-hexahydro-5-hydroxy-6-imino-1H,10H-pyrrolo[1,2-c]purine-9,10,10-triol